ClC=1C=C(C=2N(N1)C(=CN2)F)[C@@H]2[C@H](C2)C2=CC=C1C(C(N(C1=C2)CC(F)(F)F)=O)(C)C 6-[(1S,2S)-2-(6-chloro-3-fluoro-imidazo[1,2-b]pyridazin-8-yl)cyclopropyl]-3,3-dimethyl-1-(2,2,2-trifluoroethyl)indolin-2-one